C(=C)C=1C(=C(C=CC1)/C/1=C/C(=O)OC1=O)C=C divinylbenzenemaleic anhydride